Decane-2,3-dicarboxylic acid 2-tert-butyl 3-methyl ester hydrochloride Cl.COC(=O)C(C(C)C(=O)OC(C)(C)C)CCCCCCC